methyl 5-chloro-4-nitrothiophene-2-carboxylate ClC1=C(C=C(S1)C(=O)OC)[N+](=O)[O-]